2-((4-(((S)-2-hydroxy-1-phenylethyl)amino)-5-(3-(pyridin-4-yl)-1,2,4-oxadiazol-5-yl)pyrimidin-2-yl)amino)-7-methyl-6,7-dihydro-5H-pyrrolo[3,4-b]pyridin-5-one OC[C@H](C1=CC=CC=C1)NC1=NC(=NC=C1C1=NC(=NO1)C1=CC=NC=C1)NC1=CC=C2C(=N1)C(NC2=O)C